(E)-4-Azidobut-2-en-1-yl-2-(4-bromophenyl)acetate N(=[N+]=[N-])C/C=C/COC(CC1=CC=C(C=C1)Br)=O